5-chloro-N1,2-dimethyl-N1-(pyrimidin-2-yl)benzene-1,3-diamine ClC=1C=C(C(=C(C1)N(C1=NC=CC=N1)C)C)N